C(C)(C)(C)C1=CC(=C(C=C1O)CC1=NC2=C(N1)C=CC(=C2)C(=O)NC2(CC2)C(F)(F)F)F 2-[(4-tert-butyl-2-fluoro-5-hydroxy-phenyl)methyl]-N-[1-(trifluoromethyl)cyclopropyl]-1H-benzoimidazole-5-carboxamide